6-(5-(6-ethoxy-1H-pyrazolo[3',4':3,4]pyrazolo[1,5-a]pyridin-4-yl)pyridin-2-yl)-2,6-diazaspiro[3.4]octane-2-carboxylic acid tert-butyl ester C(C)(C)(C)OC(=O)N1CC2(C1)CN(CC2)C2=NC=C(C=C2)C=2C=1N(C=C(C2)OCC)N=C2C1C=NN2